7-(5-((2-(1-(3-chloro-5-methylbenzenesulfonyl)azetidine-3-carboxamido)-3-ethoxycarbonylpropyl)amino)-5-oxopentyl)-3,4-dihydro-1,8-naphthyridine-1(2H)-carboxylic acid tert-butyl ester C(C)(C)(C)OC(=O)N1CCCC2=CC=C(N=C12)CCCCC(=O)NCC(CC(=O)OCC)NC(=O)C1CN(C1)S(=O)(=O)C1=CC(=CC(=C1)C)Cl